CC1(CC2=C(C(N1)=O)C(=C(N2)C2=CC(=NC=C2)NC(C(C)C2=CC=C(C=C2)F)=O)C2=CC(=CC=C2)C)C N-{4-[6,6-dimethyl-3-(3-methylphenyl)-4-oxo-4,5,6,7-tetrahydro-1H-pyrrolo[3,2-c]pyridin-2-yl]pyridin-2-yl}-2-(4-fluorophenyl)propanamide